((6-(isopropyl(methyl)amino)-1-oxo-2-(6-(4-(1-(trifluoromethyl)cyclopropyl)-4H-1,2,4-Triazol-3-yl)pyridin-2-yl)-2,3-dihydro-1H-pyrrolo[3,4-c]pyridin-4-yl)methyl)(methyl)carbamate C(C)(C)N(C1=CC2=C(C(=N1)COC(NC)=O)CN(C2=O)C2=NC(=CC=C2)C2=NN=CN2C2(CC2)C(F)(F)F)C